2-(3,5-dichloro-4-(4-hydroxy-3-(isoxazol-4-yl)benzyl)phenoxy)acetamide ClC=1C=C(OCC(=O)N)C=C(C1CC1=CC(=C(C=C1)O)C=1C=NOC1)Cl